3,4'-(1,4-phenylenebis(1-methylethylene))bisaniline C1(=CC=C(C=C1)C(CC=1C=C(N)C=CC1)C)C(CC1=CC=C(N)C=C1)C